para-hydroxyphenylacetyl chloride OC1=CC=C(C=C1)CC(=O)Cl